N-(2-(piperidin-4-yloxy)benzyl)pyrrolidine-2-carboxamide N1CCC(CC1)OC1=C(CNC(=O)C2NCCC2)C=CC=C1